tert-butyl {4-[4-(4,4,5,5-tetramethyl-1,3,2-dioxaborolan-2-yl)phenyl]piperidin-1-yl}formate CC1(OB(OC1(C)C)C1=CC=C(C=C1)C1CCN(CC1)C(=O)OC(C)(C)C)C